C(C)(=O)C=1C=C(C=C2C(N(C(=NC12)C1=CN=CN1C)C)=O)C 8-acetyl-3,6-dimethyl-2-(1-methyl-1H-imidazol-5-yl)quinazolin-4(3H)-one